3,4-dimethyl-benzyl chloride CC=1C=C(CCl)C=CC1C